(6-(4-cyanophenyl)-5-methyl-2-phenylpyridin-3-yl)-3-((1r,2r)-6,7-difluoro-2-hydroxy-4,4-dimethyl-1,2,3,4-tetrahydronaphthalen-1-yl)urea C(#N)C1=CC=C(C=C1)C1=C(C=C(C(=N1)C1=CC=CC=C1)NC(=O)N[C@H]1[C@@H](CC(C2=CC(=C(C=C12)F)F)(C)C)O)C